BrC1=CC(=CC=2C(N3C(=NC12)CCC3)=O)C 5-bromo-7-methyl-2,3-dihydro-1H-pyrrolo[2,1-b]quinazolin-9-one